5-(1-(2-acryloyl-2-azaspiro[3.3]heptan-6-yl)-4-(5-chloro-6-methyl-1H-indazol-4-yl)-5-methyl-1H-pyrazol-3-yl)picolinonitrile C(C=C)(=O)N1CC2(C1)CC(C2)N2N=C(C(=C2C)C2=C1C=NNC1=CC(=C2Cl)C)C=2C=CC(=NC2)C#N